(S or R)-2-((1-(3,6-dimethyl-4-oxo-2-phenyl-3,4-dihydroquinazolin-8-yl)ethyl)amino)nicotinic acid CN1C(=NC2=C(C=C(C=C2C1=O)C)[C@H](C)NC1=C(C(=O)O)C=CC=N1)C1=CC=CC=C1 |o1:13|